3-(1-Oxo-5-(((S)-1-((2-(tetrahydro-2H-pyran-4-yl)quinazolin-6-yl)methyl)pyrrolidin-3-yl)oxy)isoindolin-2-yl)piperidine-2,6-dione O=C1N(CC2=CC(=CC=C12)O[C@@H]1CN(CC1)CC=1C=C2C=NC(=NC2=CC1)C1CCOCC1)C1C(NC(CC1)=O)=O